IC1=C2C(=NC(=C1)N1[C@@H](COCC1)C)N(N=C2)C2=NN(C=C2)COCC[Si](C)(C)C 2-[[3-[4-iodo-6-[(3R)-3-methylmorpholin-4-yl]pyrazolo[3,4-b]pyridin-1-yl]pyrazol-1-yl]methoxy]ethyltrimethylsilane